2-[(1Z)-7-fluoro-2-methyl-1-{[4-(trifluoromethyl)phenyl]methylene}-1H-inden-3-yl]acetic acid FC=1C=CC=C2C(=C(/C(/C12)=C/C1=CC=C(C=C1)C(F)(F)F)C)CC(=O)O